(3s)-3-[(2s)-1,2-dihydroxypropan-2-yl]piperidin OC[C@@](C)(O)[C@@H]1CNCCC1